chromium lanthanum oxide [O-2].[La+3].[Cr+3].[O-2].[O-2]